indoleethylamine N1C(=CC2=CC=CC=C12)CCN